OC1=C(C(/C=C/C2=CC(=CC=C2)O)=O)C=CC(=C1)O 2',3,4'-Trihydroxychalcone